4-ethynyl-4-hydroxycyclohexa-2,5-dien-1-one C(#C)C1(C=CC(C=C1)=O)O